OC(CCOC1=CC=C(C=C1)C1=CC(=CC=C1C(F)(F)F)CNC=1C=CC(=NC1)[C@@H]1[C@H](C1)C(=O)O)(C)C (1S,2S)-2-(5-{[4'-(3-hydroxy-3-methyl-butoxy)-6-trifluoromethyl-biphenyl-3-ylmethyl]-Amino}-pyridin-2-yl)-cyclopropanecarboxylic acid